O=S1(CCN(CC1)NC(C1=C(C=C(C=C1)/C(=C/C(C(F)(F)F)C1=CC(=C(C(=C1)Cl)Cl)Cl)/F)C(F)(F)F)=O)=O (Z)-N-(1,1-dioxothiomorpholinyl)-4-(1,4,4,4-tetrafluoro-3-(3,4,5-trichlorophenyl)but-1-en-1-yl)-2-(trifluoromethyl)benzamide